N-[3-chloro-4-isopropylphenyl]-2-methyl-pentanamide ClC=1C=C(C=CC1C(C)C)NC(C(CCC)C)=O